(3S)-N,5-dimethyl-3-((6-methyl-2-(2-(2-propenoyl)-2,6-diazaspiro[3.4]octan-6-yl)-4-quinazolinyl)amino)hexanamide CNC(C[C@H](CC(C)C)NC1=NC(=NC2=CC=C(C=C12)C)N1CC2(CN(C2)C(C=C)=O)CC1)=O